C(#N)\C=C/C1C(C1Cl)(C)C (Z)-3-(2-cyanovinyl)-2,2-dimethyl-cyclopropylchloride